p-benzyl-benzene tert-butyl-N-[2-(2-but-3-ynoxyethoxy)ethyl]carbamate C(C)(C)(C)OC(NCCOCCOCCC#C)=O.C(C1=CC=CC=C1)C1=CC=CC=C1